(2S)-2-{2-[2-(1-{[(tert-Butoxy)carbonyl]amino}-3,6,9,12-tetraoxapentadecan-15-amido)acetamido]acetamido}-3-phenylpropanoic acid C(C)(C)(C)OC(=O)NCCOCCOCCOCCOCCC(=O)NCC(=O)NCC(=O)N[C@H](C(=O)O)CC1=CC=CC=C1